ClC1=CC=CC=2C3=C(SC21)C(=CC(=C3)F)F 6-chloro-2,4-difluorodibenzothiophene